ClC1=C2C3=CC=CC=C3CC=CCC3=CC=CC=C3N3C(N=C(C(=C1)C3=N2)N2[C@H](CN([C@@H](C2)C)C(C=C)=O)C)=O (P)-19-Chloro-22-((2S,5R)-2,5-dimethyl-4-(2-propenoyl)-1-piperazinyl)-1,23,26-triazapentacyclo[16.6.2.0~2,7~.0~12,17~.0~21,25~]hexacosa-2,4,6,9,12,14,16,18,20,22,25-undecaen-24-one